BrCCNCC 2-bromo-N,N-diethylamine